N-vinylbutyrolactam C(=C)N1C(CCC1)=O